CC1=C(C=NC=2OCCN(C21)C(=O)OC(C)(C)C)N2CC=1N=C(N=CC1CC2)NC2=CC(=CC=C2)N2CCN(CC2)C tert-butyl 8-methyl-7-(2-{[3-(4-methylpiperazin-1-yl) phenyl] amino}-5H,6H,7H,8H-pyrido[3,4-d]pyrimidin-7-yl)-1H,2H,3H-pyrido[2,3-b][1,4]oxazine-1-carboxylate